[Ce].[La] lanthanum-cerium